NC=1C=C(C=CC1)CC[C@@H](C(=O)O)NC (S)-4-(3-aminophenyl)-2-(methylamino)butanoic acid